5-bromo-N-tert-butyl-2-methoxy-benzenesulfonamide BrC=1C=CC(=C(C1)S(=O)(=O)NC(C)(C)C)OC